N-cyclopropyl-6-methyl-2-(o-tolyl)7-toluenesulfonyl-7H-pyrrolo[2,3-d]pyrimidiN-4-amine C1(CC1)NC=1C2=C(N=C(N1)C1=C(C=CC=C1)C)N(C(=C2)C)S(=O)(=O)CC2=CC=CC=C2